CC=1N=C(C=2N(C1)C=C(N2)C2=CC=CC=C2)C 6,8-dimethyl-2-phenyl-imidazo[1,2-a]pyrazin